8-chloro-2-methyl-5-[(1S)-2-hydroxy-1-[2-[3-(6-oxo-1H-pyridazin-4-yl)propyl]-2-azaspiro[3.3]heptan-6-yl]ethyl]phthalazin-1-one ClC=1C=CC(=C2C=NN(C(C12)=O)C)[C@@H](CO)C1CC2(CN(C2)CCCC=2C=NNC(C2)=O)C1